(-)-6-(difluoromethyl-d)-8-((1R,2R)-2-hydroxy-2-methylcyclopentyl)-2-((1-(methylsulfonyl)piperidin-4-yl)amino)pyrido[2,3-d]pyrimidin-7(8H)-one FC(C1=CC2=C(N=C(N=C2)NC2CCN(CC2)S(=O)(=O)C)N(C1=O)[C@H]1[C@](CCC1)(C)O)([2H])F